2-amino-2-(hydroxymethyl)propane-1,3-diol 3-(5-chloro-6-((5-fluoropyridin-2-yl)methoxy)-2-oxobenzo[d]oxazol-3(2H)-yl)propanoate ClC=1C(=CC2=C(N(C(O2)=O)C(C(=O)OCC(CO)(CO)N)C)C1)OCC1=NC=C(C=C1)F